N-arachidonoyl-histidine methyl-10-(2-{7-[(dimethylamino)methyl]hexadecyl}cyclopropyl)decanoate CC(C(=O)O)CCCCCCCCC1C(C1)CCCCCCC(CCCCCCCCC)CN(C)C.C(CCC\C=C/C\C=C/C\C=C/C\C=C/CCCCC)(=O)N[C@@H](CC1=CNC=N1)C(=O)O